CCCCCCCCCCCCCC(=O)OC/C=C(\\C)/C=C\\C=C(/C)\\C=C\\C1=C(CCCC1(C)C)C The molecule is a retinyl ester obtained by formal condensation of the carboxy group of tetradecanoic acid with the hydroxy group of 11-cis-retinol. It is a tetradecanoate ester and a retinyl ester. It derives from an 11-cis-retinol.